C1(CCC1)N1C(C(=CC=C1)C(=O)O)=O 1-cyclobutyl-2-oxo-1,2-dihydropyridine-3-carboxylic acid